6-bromo-1-(4-octadecyl-behenyl)indoline-2,3-dione BrC1=CC=C2C(C(N(C2=C1)CCCC(CCCCCCCCCCCCCCCCCC)CCCCCCCCCCCCCCCCCC)=O)=O